5-((tert-butyldiphenylsilyl)oxy)-1-(4-methoxybenzyl)-4-(2-nitropropan-2-yl)pyrrolidin-2-one [Si](C1=CC=CC=C1)(C1=CC=CC=C1)(C(C)(C)C)OC1C(CC(N1CC1=CC=C(C=C1)OC)=O)C(C)(C)[N+](=O)[O-]